(S)-(4-(5-chloro-3-methyl-2-(piperidin-3-yloxy)phenyl)pyrrolo[2,1-f][1,2,4]triazin-6-yl)methanol ClC=1C=C(C(=C(C1)C1=NC=NN2C1=CC(=C2)CO)O[C@@H]2CNCCC2)C